hydroxypivalic acid hydroxypivalate diacrylate C(C=C)(=O)O.C(C=C)(=O)O.OCC(C(=O)O)(C)C.OCC(C(=O)O)(C)C